C(#C)C=1C(=C(C(=CC1)C1=NN=C(C2=CC=CC=C12)NC1CC(C1)(C)O)O)F 3-ethynyl-2-fluoro-6-(4-((cis-3-hydroxy-3-methylcyclobutyl)amino)phthalazin-1-yl)phenol